NO R-amino alcohol